FC(C=1C=C(C=C(C1)C(F)(F)F)C1=NN(C=N1)C=1C(N(C(=C(N1)Cl)C)C1=CC=C(C=C1)Cl)=O)(F)F 3-(3-(3,5-bis(trifluoromethyl)phenyl)-1H-1,2,4-triazol-1-yl)-5-chloro-1-(4-chlorophenyl)-6-methylpyrazin-2(1H)-one